FC1=CC=C(NCC=2OC(=NN2)C2=NC=C(C=C2)C2COCC2)C=C1 4-fluoro-N-((5-(5-(tetrahydrofuran-3-yl)pyridin-2-yl)-1,3,4-oxadiazol-2-yl)methyl)aniline